10,11-dihydrodibenzo[b,f][1,4]thiazepine-8-carboxamide C1=CC=CC2=C1CNC1=C(S2)C=CC(=C1)C(=O)N